ClC1=CC=C(C=C1)C(C)(C#C)C=1N=C(SC1)NC(N(CCO)CCO)=O 3-(4-(2-(4-chlorophenyl)-but-3-yn-2-yl)thiazol-2-yl)-1,1-bis(2-hydroxy-ethyl)urea